alpha-butyl cyanoacrylate C(#N)C(C(=O)OCCCC)=C